3-(2,4-bis(trifluoromethyl)phenyl)-7-fluoro-1-(3-(1-((methylsulfonyl)methyl)-1H-pyrazol-4-yl)prop-2-yn-1-yl)-1,3,4,5-tetrahydro-2H-benzo[b]azepin-2-one FC(C1=C(C=CC(=C1)C(F)(F)F)C1CCC2=C(N(C1=O)CC#CC=1C=NN(C1)CS(=O)(=O)C)C=CC(=C2)F)(F)F